6-(tetrahydro-2H-pyran-4-yl)pyrazolo[1,5-a]pyridin O1CCC(CC1)C=1C=CC=2N(C1)N=CC2